C(C)CCCC(CC)OC1CO1 6-ethyl-3-hexoxyethyleneoxide